methyl 2-((1-(6-chloro-3-(cyclobutylmethyl)-2-morpholino-4-oxo-3,4-dihydroquinazolin-8-yl)ethyl)amino)benzoate ClC=1C=C2C(N(C(=NC2=C(C1)C(C)NC1=C(C(=O)OC)C=CC=C1)N1CCOCC1)CC1CCC1)=O